1-(isobutyryloxy)ethyl (2S)-2-(2-(benzofuran-6-carbonyl)-5,7-dichloro-1,2,3,4-tetrahydroisoquinoline-6-carboxamido)-3-(3-(methylsulfonyl)phenyl)propanoate O1C=CC2=C1C=C(C=C2)C(=O)N2CC1=CC(=C(C(=C1CC2)Cl)C(=O)N[C@H](C(=O)OC(C)OC(C(C)C)=O)CC2=CC(=CC=C2)S(=O)(=O)C)Cl